BrC1=CC=C(C(=O)NCC(C)(C)O)C=C1 4-bromo-N-(2-hydroxy-2-methylpropyl)benzamide